BrC1=C(SC2=C1NC(=C2)C(=O)OC)Cl methyl 3-bromo-2-chloro-4H-thieno[3,2-b]pyrrole-5-carboxylate